(S)-8-(benzyloxy)-7-methoxy-1,2,3,10,11,11a-hexahydro-5H-benzo[e]pyrrolo-[1,2-a][1,4]diazepin-5-one C(C1=CC=CC=C1)OC=1C(=CC2=C(NC[C@H]3N(C2=O)CCC3)C1)OC